4-bromo-2-(methylthio)pyridine BrC1=CC(=NC=C1)SC